C(C1=CC=CC=C1)OC(=O)N1CCN(CC1)CCCCC(=O)O 5-(4-((benzyloxy)carbonyl)piperazin-1-yl)pentanoic acid